(6-(3,4-dihydroxyphenylethoxy)hexyl)triphenylphosphonium bromide [Br-].OC=1C=C(C=CC1O)CCOCCCCCC[P+](C1=CC=CC=C1)(C1=CC=CC=C1)C1=CC=CC=C1